Dimethyl-sulfolane CC1(S(=O)(=O)CCC1)C